ClC1=C(C(=O)O)C=C(C=N1)Cl 2,5-dichloronicotinic acid